3-fluoro-4-((3-fluoro-5-formylpyridin-2-yl)oxy)benzonitrile FC=1C=C(C#N)C=CC1OC1=NC=C(C=C1F)C=O